C(C)(C)(C)[Si](OCCC1=C(C=NC=C1)C=1C=C2C=C(N=CC2=C(C1)Cl)NC(=O)[C@H]1[C@@H](C1)C#N)(C)C |r| (±)-trans-N-[6-[4-[2-[tert-butyl-(dimethyl)silyl]oxyethyl]-3-pyridyl]-8-chloro-3-isoquinolinyl]-2-cyano-cyclopropanecarboxamide